3-(4-(1H-pyrazol-4-yl)phenyl)-1-(3-methoxybenzyl)-8-(methylsulfonyl)-1,3,8-triazaspiro[4.5]decan-2-one N1N=CC(=C1)C1=CC=C(C=C1)N1C(N(C2(C1)CCN(CC2)S(=O)(=O)C)CC2=CC(=CC=C2)OC)=O